C(#N)C1=CC=C(C=C1)OC(=O)N1CC(CC(C1)F)N1C(CCCC1=O)C 5'-fluoro-2-methyl-6-oxo[1,3'-bipiperidine]-1'-carboxylic acid 4-cyanophenyl ester